7-((S)-2,2-difluoro-1-methoxyethyl)-2-methyl-N-(4-((S)-2,2,2-trifluoro-1-(methylamino)ethyl)phenyl)thiazolo[5,4-b]pyridin-6-amine FC([C@@H](OC)C1=C2C(=NC=C1NC1=CC=C(C=C1)[C@@H](C(F)(F)F)NC)SC(=N2)C)F